C(C(=C)C)(=O)OCCP(=O)(OC)OC 2-(Dimethoxyphosphoryl)ethyl methacrylat